C1(CC1)OC1=C(C=C(C(=C1)I)C)N(C(C#CC)=O)C=1C=CC=2C(N1)=CN(N2)C N-(2-cyclopropoxy-4-iodo-5-methylphenyl)-N-(2-methyl-2H-pyrazolo[4,3-b]pyridin-5-yl)but-2-ynamide